OC[C@H]1O[C@H]([C@@H]([C@H]([C@@H]1O)O)O)OC1=C(C=CC=C1)CC1=CC=C(C=C1)OC (2R,3S,4S,5R,6S)-2-(hydroxymethyl)-6-(2-(4-methoxybenzyl)phenoxy)tetrahydro-2H-pyran-3,4,5-triol